NCC1CCC(CC1)N1C2=NC(=NC=C2N=C1NC1=CC(=CC=C1)OC(F)(F)F)NC1(CCOCC1)C 9-((1S,4S)-4-(aminomethyl)cyclohexyl)-N2-(4-methyltetrahydro-2H-pyran-4-yl)-N8-(3-(trifluoromethoxy)phenyl)-9H-purine-2,8-diamine